N-(2-methyl-ethyl)acrylamide CCCNC(C=C)=O